CC1CN(CCC2=C1C=CC=C2)C(CN2CC1=NC=CC=C1C2=O)=O 6-[2-(1-methyl-2,3,4,5-tetrahydro-1H-3-benzazepin-3-yl)2-oxoethyl]-5H,6H,7H-pyrrolo[3,4-b]pyridin-5-one